2'-(3-fluoro-4-(trifluoromethyl)benzyl)-6'-(2-(1-hydroxypropyl)phenyl)-1'-oxo-1',4'-dihydro-2'H-spiro[cyclopentane-1,3'-isoquinoline]-4'-carboxylic acid FC=1C=C(CN2C(C3=CC=C(C=C3C(C23CCCC3)C(=O)O)C3=C(C=CC=C3)C(CC)O)=O)C=CC1C(F)(F)F